(4-((4-fluoro-3-(4-(trifluoromethyl)piperidin-1-yl)phenyl)amino)benzyl)-5-oxopyrrolidine-3-carboxamide FC1=C(C=C(C=C1)NC1=CC=C(CN2CC(CC2=O)C(=O)N)C=C1)N1CCC(CC1)C(F)(F)F